(R)-5-chloro-2-(4,4-difluoropiperidin-1-yl)-N-(4-fluoro-3-(S-methylsulfonimidoyl)phenyl)-4-(trifluoromethyl)benzamide ClC=1C(=CC(=C(C(=O)NC2=CC(=C(C=C2)F)[S@@](=O)(=N)C)C1)N1CCC(CC1)(F)F)C(F)(F)F